2-naphthylphenylsulfone C1=C(C=CC2=CC=CC=C12)S(=O)(=O)C1=CC=CC=C1